FC(C=1C(=C(C=CC1)[C@@H](C)NC=1C2=C(N=C(N1)C)C=NC(=C2)N2C[C@H](CC2)O)F)F (3S)-1-[4-({(1R)-1-[3-(difluoromethyl)-2-fluorophenyl]ethyl}amino)-2-methylpyrido[3,4-d]pyrimidin-6-yl]pyrrolidin-3-ol